NC1=NC(=CC(=[N+]1[O-])N)N1CCCCC1 2,4-diamino-6-piperidylpyrimidine-3-oxide